7-(4-fluorophenyl)-8-iodotetrazolo[1,5-c]pyrimidin-5-amine FC1=CC=C(C=C1)C1=C(C=2N(C(=N1)N)N=NN2)I